thioxanthone, iodonium salt [IH2+].C1=CC=CC=2SC3=CC=CC=C3C(C12)=O